2-bromocyclobutane-1-one BrC1C(CC1)=O